2-[6-(tert-Butoxycarbonylamino)-3-chloropyridazin-4-yl]-4,4-Difluorobut-2-enoic acid ethyl ester C(C)OC(C(=CC(F)F)C1=C(N=NC(=C1)NC(=O)OC(C)(C)C)Cl)=O